COC=1C(=C2C=CN(C2=C(C1)C)C(=O)OC(C)(C)C)CN1[C@@H](CN(CC1)CC(F)(F)F)C1=CC=C(C=C1)C(=O)OC tert-Butyl (R)-5-methoxy-4-((2-(4-(methoxycarbonyl)phenyl)-4-(2,2,2-trifluoroethyl)piperazin-1-yl)methyl)-7-methyl-1H-indole-1-carboxylate